Dimethylpropyl-toluidine tert-butyl-3-[(3aR,4R,6aR)-2,2-dimethyl-6-oxo-tetrahydrocyclopenta[d][1,3]dioxol-4-yl]pyrrolidine-1-carboxylate C(C)(C)(C)OC(=O)N1CC(CC1)[C@H]1CC([C@@H]2OC(O[C@@H]21)(C)C)=O.CC2=C(C(N(CCC)C)=CC=C2)C